6-benzyl 1-(tert-butyl) (S)-3-((((9H-fluoren-9-yl)methyloxy)carbonyl)amino)hexanedioate C1=CC=CC=2C3=CC=CC=C3C(C12)COC(=O)N[C@H](CC(=O)OC(C)(C)C)CCC(=O)OCC1=CC=CC=C1